1,3-dimethyl-5-(2-chlorophenyl)uracil CN1C(=O)N(C(=O)C(=C1)C1=C(C=CC=C1)Cl)C